OC(C)(C)C1=NC=CC2=C1CCN2C(CNC2=C(C=CC(=C2)C2=NC(=NS2)C)C)=O 1-(4-(2-hydroxypropan-2-yl)-2,3-dihydro-1H-pyrrolo[3,2-c]pyridin-1-yl)-2-((2-methyl-5-(3-methyl-1,2,4-thiadiazol-5-yl)phenyl)amino)ethan-1-one